1-(2-fluoroethyl)-3-methyl-1H-pyrazole-5-carboxylic acid benzyl ester C(C1=CC=CC=C1)OC(=O)C1=CC(=NN1CCF)C